((1S,2S,4R)-rel-7-azabicyclo[2.2.1]hept-2-yl)carbamic acid tert-butyl ester C(C)(C)(C)OC(N[C@@H]1[C@@H]2CC[C@H](C1)N2)=O |o1:7,8,11|